C(C)(C)(C)C1=CC=C(OC2=CC=C3C=CC(=C4C5=C(C=CC6=CC=C(C(C2=C34)=C56)OC5=CC=C(C=C5)C(C)(C)C)OC5=CC=C(C=C5)C(C)(C)C)OC5=CC=C(C=C5)C(C)(C)C)C=C1 1,6,7,12-tetra(4-tert-butylphenoxy)perylene